BrC1=CC=C(C=C1)N1N=C(C=2C1=CN=C(C2)OC)C2CCN(CC2)CCCl 1-(4-bromophenyl)-3-[1-(2-chloroethyl)-4-piperidyl]-5-methoxy-pyrazolo[3,4-c]pyridine